FC1(CCN(CC1)C1=NC(=CC(=N1)N1N=CC(=N1)C1=C(C=C(N)C=C1)N1CCC2(CC2)CC1)C)F 4-(2-(2-(4,4-difluoropiperidin-1-yl)-6-methylpyrimidin-4-yl)-2H-1,2,3-triazol-4-yl)-3-(6-azaspiro[2.5]oct-6-yl)aniline